C(=O)O.NC1=NN=C(C2=CC(=CC=C12)C=1C(=CC(=C(C1)B(O)O)C(F)(F)F)OC)C [5-(1-amino-4-methylphthalazin-6-yl)-4-methoxy-2-(trifluoromethyl)phenyl]boronic Acid Formic Acid Salt